C(C=C)(=O)OC1C=CC=2C=CC=3C=CC=C4C=5C(=C1C2C43)C=CC5 cyclopentapyrenyl acrylate